([1,1'-biphenyl]-4-yl-2,3,5,6-d4)(3-(([1,1'-biphenyl]-4-yl-2,3,5,6-d4)oxy)-5-iodobenzene-4,6-d2) C1(=C(C(=C(C(=C1[2H])[2H])C1=CC(=C(C(=C1[2H])I)[2H])OC1=C(C(=C(C(=C1[2H])[2H])C1=CC=CC=C1)[2H])[2H])[2H])[2H])C1=CC=CC=C1